3-hydroxyl-L-asparagine OC([C@H](N)C(=O)O)C(N)=O